ClC=1C=C(C=C(C1OC=1C=C2C(=CC(=NC2=CC1)C1=CSC=C1)C)Cl)N1N=C(C(NC1=O)=O)C#N 2-(3,5-Dichloro-4-((2-(thiophen-3-yl)-4-methylquinolin-6-yl)oxy)phenyl)-3,5-dioxo-2,3,4,5-tetrahydro-1,2,4-triazine-6-carbonitrile